CC(CCC(C(=O)O)(C)C)CCC=C(C)C.C(C(C)C)(=O)OCCC(C)CCC=C(C)C Citronellyl Isobutyrate (3,7-dimethyloct-6-en-1-yl 2-methylpropanoate)